C(C)[C@H]1[C@H](NC(C1)=O)COC1=NC=C(C2=CC(=C(C=C12)OC(C)C)C(=O)N)NS(=O)(=O)C=1N=CNC1 1-{[(2S,3R)-3-ethyl-5-oxopyrrolidin-2-yl]methoxy}-4-[(1H-imidazol-4-ylsulfonyl)amino]-7-(propan-2-yloxy)isoquinoline-6-carboxamide